FC=1C(=C(C=CC1F)[C@H]1[C@H](OC([C@@H]1C)(C)C)C(=O)NC1=CC(=NC=C1)C(=O)N)OC 4-((2S,3S,4R)-3-(3,4-difluoro-2-methoxyphenyl)-4,5,5-trimethyltetrahydrofuran-2-carboxamido)picolinamide